N-[4-fluoro-3-({2-[(1-methyl-1H-pyrazol-4-yl)amino]-5-(1-methyl-2,5-dihydro-1H-pyrrol-3-yl)pyrimidin-4-yl}amino)phenyl]prop-2-enamide FC1=C(C=C(C=C1)NC(C=C)=O)NC1=NC(=NC=C1C=1CN(CC1)C)NC=1C=NN(C1)C